S1NC(C2=C1C=CC=C2)=O 1,2-Benzisothiazole-3-one